BrC1=C(C=CC=C1)C1=CC(=CC=C1)OCCCO 2-bromo-3'-(3-hydroxypropoxy)-[1,1'-biphenyl]